(1R,3R,4R)-2-((R)-2-((3-chlorophenyl)amino)-3-cyclopropylpropanoyl)-N-((R)-1-cyano-2-((R)-2-oxopiperidin-3-yl)ethyl)-5,5-difluoro-2-azabicyclo[2.2.2]octane-3-carboxamide ClC=1C=C(C=CC1)N[C@@H](C(=O)N1[C@H]2CC([C@@H]([C@@H]1C(=O)N[C@H](C[C@@H]1C(NCCC1)=O)C#N)CC2)(F)F)CC2CC2